glycerol tricosanoate C(CCCCCCCCCCCCCCCCCCCCCC)(=O)OCC(O)CO